(2S,3R)-5,7-bis(benzyloxy)-2-(3,4,5-tris(benzyloxy)-2-fluorophenyl)chroman-3-yl 3,4,5-tris(benzyloxy)benzoate C(C1=CC=CC=C1)OC=1C=C(C(=O)O[C@H]2[C@@H](OC3=CC(=CC(=C3C2)OCC2=CC=CC=C2)OCC2=CC=CC=C2)C2=C(C(=C(C(=C2)OCC2=CC=CC=C2)OCC2=CC=CC=C2)OCC2=CC=CC=C2)F)C=C(C1OCC1=CC=CC=C1)OCC1=CC=CC=C1